BrC1=CC=C(C=C1)C1(CCCC1)C=1N=C(SC1)NC(=O)NCC=1C=NC(=NC1)N1CCNCC1 1-(4-(1-(4-bromophenyl)cyclopentyl)thiazol-2-yl)-3-((2-(piperazin-1-yl)pyrimidin-5-yl)methyl)urea